(2S)-2-amino-3-cyclopentylpropionic acid N[C@H](C(=O)O)CC1CCCC1